ClC=1C=NC(=NC1)OC1=C2C(=NC(=NC2=CC=C1)C(F)(F)F)CCCO 3-[5-(5-Chloropyrimidin-2-yl)oxy-2-(trifluoromethyl)quinazolin-4-yl]propan-1-ol